C(C(=C)C)(=O)OCCC[Si](OCCOC)(OCCOC)OCCOC (methacryloyloxy)propyltris(β-methoxyethoxy)silane